5-bromo-2-methyl-4-(trifluoromethyl)benzoic acid methyl ester COC(C1=C(C=C(C(=C1)Br)C(F)(F)F)C)=O